(E)-N-(5-(2-(4,4-Difluorocyclohexyl)vinyl)-6-methoxypyridin-3-yl)-2-phenylacrylamide FC1(CCC(CC1)/C=C/C=1C=C(C=NC1OC)NC(C(=C)C1=CC=CC=C1)=O)F